2,2-dimethyl-propionamide CC(C(=O)N)(C)C